FC(N1N=CC(=C1)C1=CC2=C(N=C3N2[C@H]2C4=C(C(N([C@@H]3C2)C([2H])([2H])[2H])=O)C=CC=C4C#C)C=C1)F (7R,14R)-11-(1-(difluoromethyl)-1H-pyrazol-4-yl)-1-ethynyl-6-(methyl-d3)-6,7-dihydro-7,14-methanobenzo[f]benzo[4,5]imidazo[1,2-a][1,4]diazocin-5(14H)-one